NC1=NC=CC=C1C1=NC=2C(=NC(=CC2)C=2OC=CN2)N1C=1C=C2CC[C@@H](C2=CC1)NC(C1=CC(=C(C=C1)O)C=O)=O (S)-N-(5-(2-(2-aminopyridin-3-yl)-5-(oxazol-2-yl)-3H-imidazo[4,5-b]pyridin-3-yl)-2,3-dihydro-1H-inden-1-yl)-3-formyl-4-hydroxybenzamide